tert-butyl 10-fluoro-7-methyl-5-oxo-8-(((trifluoromethyl)sulfonyl)oxy)-4,5-dihydro-1H-chromeno[3,4-c]pyridine-3(2H)-carboxylate FC=1C2=C(C(=C(C1)OS(=O)(=O)C(F)(F)F)C)OC(C=1CN(CCC12)C(=O)OC(C)(C)C)=O